1-(2-(3-hydroxyisoxazol-5-yl)-3-methylButyryl)pyrrolidine-2-carboxamide OC1=NOC(=C1)C(C(=O)N1C(CCC1)C(=O)N)C(C)C